5-(2,6-dimethylpyridin-4-yl)-4-isopropyl-N-(1-isopropylpiperidin-4-yl)-1H-pyrazole-3-carboxamide CC1=NC(=CC(=C1)C1=C(C(=NN1)C(=O)NC1CCN(CC1)C(C)C)C(C)C)C